5-bromo-2H-spiro[benzofuran-3,1'-cyclopropane] BrC=1C=CC2=C(C1)C1(CC1)CO2